C(C)(C)(C)OC(=O)N(CC12CC(C1)(C2)F)CC=2C=CC=1N(C2)C=C(N1)CC(=O)OCC Ethyl 2-[6-[[tert-butoxycarbonyl-[(3-fluoro-1-bicyclo[1.1.1]pentyl)methyl]amino]methyl]imidazo[1,2-a]pyridin-2-yl]acetate